C1(CCCCC1)NC(C(=O)N[C@H](C(N[C@@H](C[C@H]1C(NCC1)=O)C(COC1=C(C(=CC(=C1F)F)F)F)=O)=O)CC(C)C)=O N1-cyclohexyl-N2-((S)-4-methyl-1-oxo-1-(((S)-3-oxo-1-((S)-2-oxopyrrolidin-3-yl)-4-(2,3,5,6-tetrafluorophenoxy)butan-2-yl)amino)pentan-2-yl)oxalamide